C(C=C)(=O)N1C[C@@H](CCC1)N1N=C(C=2C1=NC=NC2N)C(=O)NC=2OC1=C(N2)C=C(C=C1)Br (R)-1-(1-acryloylpiperidin-3-yl)-4-amino-N-(5-bromobenzo[d]oxazol-2-yl)-1H-pyrazolo[3,4-d]pyrimidine-3-carboxamide